4-chloro-4-oxobutyl acetate C(C)(=O)OCCCC(=O)Cl